N-(3-bromo-4-(2-chloro-5-fluorobenzoyl)-2-hydroxy-5-nitrophenyl)-1-chloromethylsulfonamide BrC=1C(=C(C=C(C1C(C1=C(C=CC(=C1)F)Cl)=O)[N+](=O)[O-])NS(=O)(=O)CCl)O